3-((5-(1-((2S,6R)-2,6-dimethylmorpholino)-3-isopropylimidazo[1,5-a]quinoxalin-8-yl)pyridin-2-yl)oxy)-N,N-dimethylpropan-1-amine C[C@@H]1O[C@@H](CN(C1)C1=NC(=C2N1C1=CC(=CC=C1N=C2)C=2C=CC(=NC2)OCCCN(C)C)C(C)C)C